ClC1=CC=C2C=NC(=NC2=C1)[C@@H]1[C@H](C1)C1=NC=CC(=N1)C |r| rac-7-chloro-2-((1S*,2S*)-2-(4-methylpyrimidin-2-yl)cyclopropyl)quinazoline